(Z)-3,4-dimethyl-5-((triisopropylsilyl)methylene)furan-2(5H)-one CC=1C(O\C(\C1C)=C/[Si](C(C)C)(C(C)C)C(C)C)=O